C(C)(=O)O[C@@H]1[C@H](OC=2C=C(C=C(C2C1=O)O)O)C1=CC=C(O)C=C1 (aromadendrin) 3-O-acetate